[F-].[Eu+3].[Na+].[F-].[F-].[F-] sodium europium fluoride